1,2-dimethoxybenzene COC1=C(C=CC=C1)OC